Diethylaminoethyl cyclopropaneacetate hydrochloride Cl.C1(CC1)CC(=O)OCCN(CC)CC